2-[2-(methylamino)-2-oxoethyl]-10-oxo-2,5,8,11-tetraazadodecane-1-carboxylate hydrate O.CNC(CN(CC(=O)O)CCNCCNCC(NC)=O)=O